(S)-(5-Nitroquinolin-8-yloxy)methyl 1-((S)-2-acetamido-3-(4-hydroxyphenyl) propionyl)pyrrolidine-2-carboxylate C(C)(=O)N[C@H](C(=O)N1[C@@H](CCC1)C(=O)OCOC=1C=CC(=C2C=CC=NC12)[N+](=O)[O-])CC1=CC=C(C=C1)O